tri(tert-butylphosphine) tetrafluoroborate F[B-](F)(F)F.C(C)(C)(C)P.C(C)(C)(C)P.C(C)(C)(C)P